8-propenyl-tetracyclo[4.4.0.12,5.17,10]-dodec-3-ene C(=CC)C1C2C3C4C=CC(C3C(C1)C2)C4